COC1=CC=C(C=C1)C=1C=C2C(=C(C(N(C2=NC1)CCN1CCOCC1)=O)C(=O)OCC)C ethyl 6-(4-methoxyphenyl)-4-methyl-1-(2-morpholinoethyl)-2-oxo-1,2-dihydro-1,8-naphthyridine-3-carboxylate